benzeneOn C1(CC=CC=C1)=O